BrC=1C2=C(SC1C(F)(F)P(OCC)(OCC)=O)C=CC(=C2)B2OC(C(O2)(C)C)(C)C diethyl ((3-bromo-5-(4,4,5,5-tetramethyl-1,3,2-dioxaborolan-2-yl)benzo[b]thiophen-2-yl)difluoromethyl)phosphonate